FCC1(CC1)CN (1-(fluoromethyl)cyclopropyl)methanamine